1-(4-((3-amino-5-((2R)-2-aminospiro[bicyclo[3.1.0]hexane-3,4'-piperidin]-1'-yl)pyrazin-2-yl)thio)-3,3-difluoro-indolin-1-yl)ethan-1-one NC=1C(=NC=C(N1)N1CCC2(CC1)[C@@H](C1CC1C2)N)SC2=C1C(CN(C1=CC=C2)C(C)=O)(F)F